ClC1=C(C(=CC=C1Cl)O)[C@H](C)NC(=O)C1CCNCC1 N-[(1S)-1-(2,3-dichloro-6-hydroxyphenyl)ethyl]piperidine-4-carboxamide